C(C=C)OC([C@@H]1[C@H]([C@@H]([C@H]([C@H](OC(C)=O)O1)OC(C)=O)OC(C)=O)OC(C)=O)=O 1,2,3,4-tetra-O-acetyl-β-D-glucuronic acid allyl ester